5,8-dihydroimidazo[1,2-b]pyridazine-3-carbonitrile N=1C=C(N2NC=CCC21)C#N